6-(4-chlorobenzylamino)-9-β-D-arabinofuranosylpurine ClC1=CC=C(CNC2=C3N=CN(C3=NC=N2)[C@H]2[C@@H](O)[C@H](O)[C@H](O2)CO)C=C1